2-(3-amino-3-oxo-propyl)-N-[5-(1-fluoro-1-methyl-ethyl)-3-pyridyl]-4-methyl-3,4-dihydro-1H-isoquinoline-7-carboxamide NC(CCN1CC2=CC(=CC=C2C(C1)C)C(=O)NC=1C=NC=C(C1)C(C)(C)F)=O